NC1=NC=CC(=C1)C=1C=C(C=CC1)C(C(=O)OC)(C)C methyl 2-(3-(2-aminopyridin-4-yl) phenyl)-2-methylpropionate